CC1=C(C=CC=C1)C1=CC(=CC=C1)CC1C2C=CC(C1)C2 5-((2'-methyl-[1,1'-biphenyl]-3-yl)methyl)bicyclo[2.2.1]hept-2-ene